N1(CCC1)CCC=1C(=CC(N(C1)C(C(=O)N[C@@H](CC(=O)O)C=1C=C(C=C(C1F)C)C1=C(C=CC=C1C(F)(F)F)OC)CC(C)C)=O)C(F)(F)F (3S)-3-(2-(5-(2-(azetidin-1-yl)ethyl)-2-oxo-4-(trifluoromethyl)pyridin-1(2H)-yl)-4-methylpentanamido)-3-(4-fluoro-2'-methoxy-5-methyl-6'-(trifluoromethyl)biphenyl-3-yl)propanoic acid